diisopropoxybis(ethoxyacetoacetyl)titanium C(C)(C)O[Ti](C(CC(=O)COCC)=O)(C(CC(=O)COCC)=O)OC(C)C